(2-cyanobenzofuro[3,2-d]pyrimidin-4-yl)-L-proline C(#N)C=1N=C(C2=C(N1)C1=C(O2)C=CC=C1)N1[C@@H](CCC1)C(=O)O